N-(2-chloro-1,3-benzothiazol-6-yl)-8-oxo-6,7-dihydro-5H-indolizine-5-carboxamide ClC=1SC2=C(N1)C=CC(=C2)NC(=O)C2N1C=CC=C1C(CC2)=O